methyl 6-(5-(benzyloxy)-1-(4-fluoro-3-methylphenyl)-2-isopropyl-1H-indol-3-yl)-2-fluorospiro[3.3]heptane-2-carboxylate C(C1=CC=CC=C1)OC=1C=C2C(=C(N(C2=CC1)C1=CC(=C(C=C1)F)C)C(C)C)C1CC2(CC(C2)(C(=O)OC)F)C1